FC(CC1OCCCO1)F 2-(2,2-difluoroethyl)-1,3-dioxane